FC(C=1C=C(C=C(C1)C(F)(F)F)[Li])(F)F 3,5-bis(trifluoromethyl)-phenyl-lithium